4-methyl-1-(1-(1-(quinolin-6-yl)-1h-indol-4-yl)ethyl)piperidin-4-ol CC1(CCN(CC1)C(C)C1=C2C=CN(C2=CC=C1)C=1C=C2C=CC=NC2=CC1)O